4-(6-(2,5-difluorophenyl)-6-(1-methyl-2-oxo-1,2-dihydropyridin-3-yl)hexa-1,3-diyne-1-yl)-3-(trifluoromethyl)pyrazolo[1,5-a]pyridine-5-carboxylic acid FC1=C(C=C(C=C1)F)C(CC#CC#CC=1C=2N(C=CC1C(=O)O)N=CC2C(F)(F)F)C=2C(N(C=CC2)C)=O